COC([C@H](COCNC(CNC(OCC1C2=CC=CC=C2C=2C=CC=CC12)=O)=O)C)=O (S)-1-(9H-fluoren-9-yl)-11-methyl-3,6-dioxo-2,9-dioxa-4,7-diazadodecane-12-oic acid methyl ester